Cl.O1C(CC2=C1C=CC=C2)\C(\CN)=C\F (E)-2-(2,3-dihydrobenzofuran-2-yl)-3-fluoroprop-2-en-1-amine hydrochloride